FC=1C(=CC(=C(C1)NC1=CC=C(CN2CC(CC2=O)C(=O)N)C=C1)C)N1CCC(CC1)C(F)(F)F (4-((5-fluoro-2-methyl-4-(4-(trifluoromethyl)piperidin-1-yl)phenyl)amino)benzyl)-5-oxopyrrolidine-3-carboxamide